6-chloro-7-(2-fluorophenyl)-4-((2S)-2-methyl-4-(2-propenoyl)-1-piperazinyl)-1-(3-pentanyl)pyrido[2,3-d]pyrimidin-2(1H)-one ClC1=CC2=C(N(C(N=C2N2[C@H](CN(CC2)C(C=C)=O)C)=O)C(CC)CC)N=C1C1=C(C=CC=C1)F